P(OCC1=C(C=C(C=C1)C(C)(C)C)C(C)(C)C)(OCC1=C(C=C(C=C1)C(C)(C)C)C(C)(C)C)OCC1=C(C=C(C=C1)C(C)(C)C)C(C)(C)C tri(2,4-di-tert-butyl benzyl) phosphite